(Z)-1-(2-fluoro-4-(1-(5-(trifluoromethyl)pyridin-2-yl)-1H-1,2,4-triazol-3-yl)phenyl)-3-(3-(2-(1-methoxyethyl)-4-methylphenyl)-4-oxothiazolidin-2-ylidene)urea FC1=C(C=CC(=C1)C1=NN(C=N1)C1=NC=C(C=C1)C(F)(F)F)NC(=O)\N=C\1/SCC(N1C1=C(C=C(C=C1)C)C(C)OC)=O